cyclopentenenonanoic acid C1(=CCCC1)CCCCCCCCC(=O)O